COC=1C=C(C=CC1OC)C=1NC2=CC=C(C=C2C1C(C)C)C1CCN(CC1)C(CN1C[C@@H](CCC1)C(=O)N1C(CCC1C)C)=O 1-(4-(2-(3,4-dimethoxyphenyl)-3-isopropyl-1H-indol-5-yl)piperidin-1-yl)-2-((3R)-3-(2,5-dimethylpyrrolidine-1-carbonyl)piperidin-1-yl)ethan-1-one